4-bromo-5-chloro-1-fluoro-2-(methoxymethoxy)naphthalene 1,2-DI(cis-9-octadecenoyl)-SN-glycero-3-phosphate sodium salt [Na+].C(CCCCCCC\C=C/CCCCCCCC)(=O)OC[C@@H](OC(CCCCCCC\C=C/CCCCCCCC)=O)COP(=O)([O-])[O-].BrC1=CC(=C(C2=CC=CC(=C12)Cl)F)OCOC.[Na+]